CC1=CC=C(C=C1)S(=O)(=O)N1[C@H]2[C@@H](O[C@H](C1)\C=C\C1=CC=CC=C1)CCC2 (2S,4aR,7aS)-4-(4-methylbenzenesulfonyl)-2-[(1E)-2-phenylethenyl]-octahydrocyclopenta[b][1,4]oxazine